Methyl 3-amino-6-bromo-5-fluoropicolinate NC=1C(=NC(=C(C1)F)Br)C(=O)OC